CC1=C2CC(=O)O[C@H]([C@@]2(CC[C@@H]1[C@@]34COC(=O)C[C@@H]3OC([C@@H]4CC(=O)[O-])(C)C)C)C5=COC=C5 The molecule is the conjugate base of deoxylimonoic acid; major species at pH 7.3. It is a conjugate base of a deoxylimonoic acid.